FC(C(C)(C)C1=NN=C(O1)C(=O)NCC1=C(C=C(C=C1)C1=NC=NN2C1=CC(=C2)C=2C=NN(C2)C)C)F 5-(1,1-difluoro-2-methylpropan-2-yl)-N-(2-methyl-4-(6-(1-methyl-1H-pyrazol-4-yl)pyrrolo[2,1-f][1,2,4]triazin-4-yl)benzyl)-1,3,4-oxadiazole-2-carboxamide